FC=1C(=NC=C(C1)F)CC1CCC2(CN(C2)C(=O)N2CC3(C2)CC(C3)C3=NN=C(N3)C3(CC3)O)CC1 [7-[(3,5-difluoro-2-pyridyl)methyl]-2-azaspiro[3.5]nonan-2-yl]-[6-[5-(1-hydroxycyclopropyl)-4H-1,2,4-triazol-3-yl]-2-azaspiro[3.3]heptan-2-yl]methanone